2-[(2S)-1,4-Dioxan-2-ylmethyl]-N-[(6-methylpyridin-2-yl)methyl]-8-(trifluoromethyl)-4,5-dihydro-2H-furo[2,3-g]indazol-7-carboxamid O1[C@H](COCC1)CN1N=C2C3=C(CCC2=C1)OC(=C3C(F)(F)F)C(=O)NCC3=NC(=CC=C3)C